CSC=1C=C2C=CC=NC2=C(C1)SC 6,8-dimethylthioquinoline